zirconium trichloride [Cl-].[Cl-].[Cl-].[Zr+3]